C(C)(P([O-])(=O)C)=NNC(=O)N acetylmethylphosphinate semicarbazone